tert-butyl 3,7,9-triazabicyclo[3.3.1]nonane-3-carboxylate C12CN(CC(CNC1)N2)C(=O)OC(C)(C)C